O1CCSCC1O [1,4]Oxathian-6-ol